1-(4-pyridyl)-2-acetone CC(=O)CC1=CC=NC=C1